C[Si](C1CC(C(CC1)C(=O)O)C(=O)O)(C1CC(C(CC1)C(=O)O)C(=O)O)C 4,4'-(dimethylsilanediyl)bis(cyclohexane-1,2-dicarboxylic acid)